BrC1=CC=C(N=N1)N([C@@H]1CC[C@H]2CN(C[C@H]21)C(=O)C=2SC(=CC2)C)CCCC |o1:8,11,15| rel-{(3aS,4R,6aR)-4-[(6-bromo-3-pyridazinyl)(butyl)amino]hexahydrocyclopenta[c]pyrrol-2(1H)-yl}(5-methyl-2-thienyl)methanone